C(N)(=N)NCC(=O)O N-Amidinoglycin